COC(COC1=C(C=C(C=C1)C)OCC)(C1=CC=CC=C1)OC 1-(2,2-dimethoxy-2-phenylethoxy)-2-ethoxy-4-methylbenzene